1-Acetoxy-4-cycloocten C(C)(=O)OC1CCC=CCCC1